N1-((2-fluoropyridin-4-yl)methyl)-N1-((1-(phenylsulfonyl)-1H-indol-3-yl)methyl)pentane-1,5-diamine FC1=NC=CC(=C1)CN(CCCCCN)CC1=CN(C2=CC=CC=C12)S(=O)(=O)C1=CC=CC=C1